NC(CNC(=O)C1=NC(=CN=C1)C=1NC=2CCCCC2C1)(C)C N-(2-amino-2-methylpropyl)-6-(4,5,6,7-tetrahydro-1H-indol-2-yl)pyrazine-2-carboxamide